[NH4+].S(=O)(=O)([O-])[O-].C1(=CC=CC=C1)OCCCCCCCCC.[NH4+] nonyl phenyl ether sulfate ammonium salt